NC=1C(N(C2=C(N1)SC(=C2)CNCCC(CN2N=CN=C2)(O)C2=C(C=C(C=C2)F)F)C2=CC1=C(OCCN1C1=CC=CC=C1)C=C2)=O 3-amino-6-(((3-(2,4-difluorophenyl)-3-hydroxy-4-(1H-1,2,4-triazol-1-yl)butyl)amino)methyl)-1-(4-phenyl-3,4-dihydro-2H-benzo[b][1,4]oxazin-6-yl)thieno[2,3-b]pyrazin-2(1H)-one